ClCC1=CC2=CC=CC=C2C=C1CCl 2,3-Bis(chloromethyl)naphthalin